5-amino-8-(2,6-dimethyl-4-pyridyl)-2-[[(2S,4S)-4-hydroxypyrrolidin-2-yl]methyl]-7-phenyl-[1,2,4]triazolo[4,3-c]pyrimidin-3-one NC1=NC(=C(C=2N1C(N(N2)C[C@H]2NC[C@H](C2)O)=O)C2=CC(=NC(=C2)C)C)C2=CC=CC=C2